ethyl 3-chloro-5,6,7,8-tetrahydroquinoxaline-2-carboxylate ClC=1C(=NC=2CCCCC2N1)C(=O)OCC